1-(2,4,6-triiodophenoxy)propan IC1=C(OCCC)C(=CC(=C1)I)I